4-[4-(2-amino-1-hydroxyethyl)-2,3-difluorophenyl]-3-(2-methyl-6-morpholin-4-ylpyrimidin-4-yl)oxybenzonitrile NCC(O)C1=C(C(=C(C=C1)C1=C(C=C(C#N)C=C1)OC1=NC(=NC(=C1)N1CCOCC1)C)F)F